tert-butyl 3-chloro-2-iodo-4-methyl-5,7-dihydro-6H-pyrrolo[3,4-b]pyridine-6-carboxylate ClC=1C(=C2C(=NC1I)CN(C2)C(=O)OC(C)(C)C)C